Cl.BrC=1C=C2C(=NC=NN2C1)C1=CC(=C(C=C1)CN)C(F)(F)F (4-(6-bromopyrrolo[2,1-f][1,2,4]triazin-4-yl)-2-(trifluoromethyl)phenyl)methanamine hydrochloride